zirconium(IV) tetrakis(ethylacetoacetate) C(C)CC(CC(=O)[O-])=O.C(C)CC(CC(=O)[O-])=O.C(C)CC(CC(=O)[O-])=O.C(C)CC(CC(=O)[O-])=O.[Zr+4]